[2-(methacryl)ethyl]dimethyl-(3-sulfopropyl)ammonium hydroxide [OH-].C(=O)(C(=C)C)CC[N+](CCCS(=O)(=O)O)(C)C